serotonin NCCC1=CNC2C=CC(O)=CC1=2